(3Z)-1-bromo-12,12-diethoxy-3-dodecene BrCC\C=C/CCCCCCCC(OCC)OCC